1-hydroxy-4-((trifluoromethyl)sulfonyl)-1,3-dihydrobenzo[c][1,2]oxaborole-6-carboxylic acid OB1OCC2=C1C=C(C=C2S(=O)(=O)C(F)(F)F)C(=O)O